FC(C1=NN2C(=NC(=CC2=N1)NC(=O)C1CC1)C=1OC=CC1)F N-[2-(difluoromethyl)-5-(furan-2-yl)-[1,2,4]triazolo[1,5-c]pyrimidin-7-yl]cyclopropanecarboxamide